C(CCC(=O)[O-])(=O)O[O-] peroxysuccinate